3-[2-[bis(tert-butoxycarbonyl)amino]-1,3-benzothiazol-4-yl]-1-sulfamoyl-pyrrole-2-carboxylic acid C(C)(C)(C)OC(=O)N(C=1SC2=C(N1)C(=CC=C2)C2=C(N(C=C2)S(N)(=O)=O)C(=O)O)C(=O)OC(C)(C)C